(3S,4R)-tert-butyl 4-isobutyl-3-nitro-3,4-dihydropyridine-1(2H)-carboxylate C(C(C)C)[C@H]1[C@@H](CN(C=C1)C(=O)OC(C)(C)C)[N+](=O)[O-]